CCCCCCCC OctaN